CCCCCC(C(=O)[O-])[NH3+] The molecule is an alpha-amino acid zwitterion that is 2-aminoheptanoic acid in which a proton has been transferred from the carboxy group to the amino group. It is the major species at pH 7.3. It is a tautomer of a 2-aminoheptanoic acid.